N(=O)[N] nitrosonitrogen